C1(CCC1)N1C(=NC2=NC(=NC(=C12)O)OC[C@H]1N(CCC1)C(=O)OC(C)(C)C)C(=O)C1=CC(=CC2=CC=C(C(=C12)C#C)F)OCOC tert-butyl (2S)-2-[({7-cyclobutyl-8-[8-ethynyl-7-fluoro-3-(methoxymethoxy)naphthalene-1-carbonyl]-6-hydroxy-7H-purin-2-yl} oxy)methyl]pyrrolidine-1-carboxylate